ClC=1C(=C(C(=O)O)C=CC1)NC1=C(C=NC2=CC=C(C=C12)Cl)C1CCC(CC1)=NO chloro-2-[[6-chloro-3-(4-hydroxyiminocyclohexyl)-4-quinolyl]amino]benzoic acid